benzyl N,N-dimethylaminoethylmethacrylate CN(C)CCC=C(C(=O)OCC1=CC=CC=C1)C